1-(3-chloro-4-fluorophenyl)-7-(2-(3-fluoropyrrolidin-1-yl)-2-oxoethyl)-3-methylimidazo[1,5-a]pyrazin-8(7H)-one ClC=1C=C(C=CC1F)C=1N=C(N2C1C(N(C=C2)CC(=O)N2CC(CC2)F)=O)C